4-acryloyl-morpholine (4-ethylhexyl acrylate) C(C)C(CCCC(C(=O)O)=C)CC.C(C=C)(=O)N1CCOCC1